NC1=C(C=C2C(C3=C(N(C2=C1)C)CN1C(C2=C(C=C13)[C@@](C(OC2)=O)(O)CC)=O)=O)F (S)-9-amino-4-ethyl-8-fluoro-4-hydroxy-11-methyl-1,12-dihydro-14H-pyrano[3',4':6,7]indolizino[2,1-b]quinoline-3,6,14(4H,11H)-trione